2-(4-((1-(3-methoxy-4-nitrophenyl)piperidin-4-yl)methoxy)piperidin-1-yl)acetic acid ethyl ester C(C)OC(CN1CCC(CC1)OCC1CCN(CC1)C1=CC(=C(C=C1)[N+](=O)[O-])OC)=O